diethylene glycol bis(mercaptopropionate) SC(C(=O)OCCOCCOC(C(C)S)=O)C